N,N-bis(hydroxymethyl)urethane OCN(C(=O)OCC)CO